S1SCC=C1 1,2-DITHIOL